CC=1C=C(C(=C2C=CNC12)CN1N=C2C(=C(C=CC2=C1)C#N)OC1CCNCC1)S(=O)(=O)C 2-((7-methyl-5-(methylsulfonyl)-1H-indol-4-yl)methyl)-7-(piperidin-4-yloxy)-2H-indazole-6-carbonitrile